FC1=CC=C(OC2=CN=C(S2)NC(C(C)N2CC(N(CC2)C(=O)C2=CC=[N+](C=C2)[O-])(C)C)=O)C=C1 4-(4-(1-((5-(4-fluorophenoxy)thiazol-2-yl)amino)-1-oxopropan-2-yl)-2,2-dimethylpiperazine-1-carbonyl)pyridine 1-oxide